O1C(NC(C1)=O)=O oxazolidin-2,4-dione